C(N)(OCC=1N(C2=CC=C(C=C2C1CN1CCCC1)F)C1CCN(CC1)C1CCC(CC1)=C(C)C)=O (5-fluoro-1-(1-(4-(propan-2-ylidene)cyclohexyl) piperidin-4-yl)-3-(pyrrolidin-1-ylmethyl)-1H-indol-2-yl)methyl carbamate